3,7-dimethyloctylamine CC(CCN)CCCC(C)C